3,4,5-TRIMETHYLBENZALDEHYDE CC=1C=C(C=O)C=C(C1C)C